4-oxo-cyclohexylglycine O=C1CCC(CC1)NCC(=O)O